(S)-2-(8-(tert-butoxycarbonyl)-1-oxo-2,8-diazaspiro[4.5]decan-2-yl)-3-methylbutanoic acid C(C)(C)(C)OC(=O)N1CCC2(CCN(C2=O)[C@H](C(=O)O)C(C)C)CC1